ClC1=CC=C(C=C1)[C@H]1COC2=C(CN1C(=O)C1CCOCC1)C=CC(=C2)C(=O)OC Methyl (S)-3-(4-chlorophenyl)-4-(tetrahydro-2H-pyran-4-carbonyl)-2,3,4,5-tetrahydrobenzo[f][1,4]oxazepine-8-carboxylate